C(#N)CCOP(OCCC#N)N(C(C)C)C(C)C bis-cyanoethyl-N,N-diisopropyl-phosphoramidite